4-(1-(2-methoxyethyl)indolin-5-yl)-N-(pyridin-3-ylmethyl)benzamide COCCN1CCC2=CC(=CC=C12)C1=CC=C(C(=O)NCC=2C=NC=CC2)C=C1